3-aminopropyl-(tri-hexadecyloxysilane) NCCC[Si](OCCCCCCCCCCCCCCCC)(OCCCCCCCCCCCCCCCC)OCCCCCCCCCCCCCCCC